dimethyl(4-(4,4,5,5-tetramethyl-1,3,2-dioxaborolan-2-yl)phenyl)phosphine oxide CP(C1=CC=C(C=C1)B1OC(C(O1)(C)C)(C)C)(C)=O